3-(4-bromo-1H-pyrazol-1-yl)cyclobutane-1-carbonitrile BrC=1C=NN(C1)C1CC(C1)C#N